3-(2,6-dimethoxyphenyl)-5-(4-(5-fluoro-2-oxopyridin-1(2H)-yl)benzyl)-2-(4-fluorophenyl)-6-hydroxypyrimidin COC1=C(C(=CC=C1)OC)N1C(N=C(C(=C1)CC1=CC=C(C=C1)N1C(C=CC(=C1)F)=O)O)C1=CC=C(C=C1)F